N,N-dimethylheptacosan-10-amine CN(C(CCCCCCCCC)CCCCCCCCCCCCCCCCC)C